fluoro-indendione FC1C(C(C2=CC=CC=C12)=O)=O